1-(3-(((4,4-bis(octyloxy)butanoyl)oxy)methyl)-5-(hydroxymethyl)benzyl) 7-nonyl heptanedioate C(CCCCCC(=O)OCCCCCCCCC)(=O)OCC1=CC(=CC(=C1)CO)COC(CCC(OCCCCCCCC)OCCCCCCCC)=O